1-(3,5-difluorophenyl)-3-methyl-5-oxo-N-[[2-(2,2,2-trifluoroethoxy)pyridin-4-yl]methyl]pyrrolidine-3-carboxamide FC=1C=C(C=C(C1)F)N1CC(CC1=O)(C(=O)NCC1=CC(=NC=C1)OCC(F)(F)F)C